ClC=1C(=C(C=CC1)C(C(=O)N1CC2=C(CCC1)N=C(NC2=O)C2(CC2)C=2SC=C(C2)C(C)C)O)F 6-(2-(3-chloro-2-fluorophenyl)-2-hydroxyacetyl)-2-(1-(4-isopropylthiophen-2-yl)cyclopropyl)-3,5,6,7,8,9-hexahydro-4H-pyrimido[5,4-c]azepin-4-one